Tert-butyl (4S)-4-(3-chloro-N-methyl-4-(2-(2-methylthieno[2,3-d]pyrimidin-4-yl)cyclopropyl)benzamido)azepine-1-carboxylate ClC=1C=C(C(=O)N(C)C=2C=CN(C=CC2)C(=O)OC(C)(C)C)C=CC1C1C(C1)C=1C2=C(N=C(N1)C)SC=C2